6-methoxy-2-(4-methyltetrahydro-2H-pyran-4-yl)-2H-indazole COC=1C=CC2=CN(N=C2C1)C1(CCOCC1)C